C(CCC(=O)O)(=O)O.NC(=N)N Guanidine Succinate